C(C)O/C=C/C1=NC=NC(=C1)OCC1=CC=C(C=C1)C=1C=NN(C1)C 4-[(E)-2-ethoxyethenyl]-6-{[4-(1-methyl-1H-pyrazol-4-yl)phenyl]methoxy}pyrimidine